(R)-tert-butyl (1-((4-(3-methylpyridin-2-yl)phenyl)amino)-1-oxopropan-2-yl)carbamate CC=1C(=NC=CC1)C1=CC=C(C=C1)NC([C@@H](C)NC(OC(C)(C)C)=O)=O